N-cyano-N',N''-bis(2-((5-methyl-4-imidazolyl)methylthio)ethyl)guanidine C(#N)NC(=NCCSCC=1N=CNC1C)NCCSCC=1N=CNC1C